(R)-2-amino-4-aminopentanoic acid N[C@@H](C(=O)O)CC(C)N